FC(C(=O)O)(F)F.C1(CC1)COC=1C=C(C=CC1)C1=CC=C(C=C1)SC=1N=NNC1C(=O)O 4-((3'-(cyclopropylmethoxy)-[1,1'-biphenyl]-4-yl)thio)-1H-1,2,3-triazole-5-carboxylic acid 2,2,2-trifluoroacetate